5-acetamido-1,1,3,3-tetramethylisoindolin C(C)(=O)NC=1C=C2C(NC(C2=CC1)(C)C)(C)C